Cl.[Cl-].N1C=[NH+]C=C1 1H-imidazolium chloride hydrochloride